C(C)N1CCC(CC1)C=1C=C(C=2N(CC=C(N2)C=2C=C3C=NN(C3=CC2)C)C1)C 7-(1-ethylpiperidin-4-yl)-9-methyl-2-(1-methyl-1H-indazol-5-yl)-4H-pyrido[1,2-a]pyrimidin